1-amino-4-bromo-1H-pyrrole-2-carboxamide NN1C(=CC(=C1)Br)C(=O)N